(R)-6-(3-methylmorpholino)-4-(1-(methylsulfonyl)cyclopropyl)-N-(1H-pyrazol-5-yl)pyridin-2-amine C[C@@H]1COCCN1C1=CC(=CC(=N1)NC1=CC=NN1)C1(CC1)S(=O)(=O)C